COC1=CC=C(C=C1)\C(=C/OCCOCCOCCO)\C (Z)-2-(2-(2-((2-(4-methoxyphenyl)prop-1-en-1-yl)oxy)ethoxy)ethoxy)ethan-1-ol